4-(1H-1,2,3-triazol-1-yl)-benzamide N1(N=NC=C1)C1=CC=C(C(=O)N)C=C1